CC=1CCC(NN1)=O 4,5-dihydro-6-methylpyridazin-3(2H)-one